C1CCN(CCN(CCN(CC1)CC(=O)O)CC(=O)O)CC(=O)O 4,7,10-triazacyclododecane-4,7,10-triacetic acid